benzyl 1-(2-methoxy-ethylamino)-cyclopropanecarboxylate COCCNC1(CC1)C(=O)OCC1=CC=CC=C1